S1C=C(C=C1)CC=1C=NNC1 4-(thiophen-3-ylmethyl)-1H-pyrazole